1-(3-((2-(methylsulfonyl)benzo[d]thiazol-6-yl)oxy)-propanamido)-3,6,9,12,15,18,21,24-octaoxaheptacosan-27-amide CS(=O)(=O)C=1SC2=C(N1)C=CC(=C2)OCCC(=O)NCCOCCOCCOCCOCCOCCOCCOCCOCCC(=O)N